ClC1=CC(=C2C(=N1)N(N=C2)[C@@H]2O[C@@H]([C@@H]1[C@H]2OC(O1)(C)C)CO)NOC ((3aR,4R,6R,6aR)-6-(6-chloro-4-(methoxyamino)-1H-pyrazolo[3,4-b]pyridin-1-yl)-2,2-dimethyltetrahydrofuro[3,4-d][1,3]dioxol-4-yl)methanol